2-chloro-4-[1-(trifluoromethyl)cyclopropyl]pyrimidinetricosylic acid methyl ester COC(CCCCCCCCCCCCCCCCCCCCCCC1(NC=CC(=N1)C1(CC1)C(F)(F)F)Cl)=O